O=C1C=C(N=CN1CC1CCN(CC1)C(=O)N1[C@@H](CN(CC1)C(=O)OC(C)(C)C)C1=CC=CC=C1)C1=CC=CC=C1 tert-Butyl (R)-4-(4-((6-oxo-4-phenylpyrimidin-1(6H)-yl)methyl)piperidine-1-carbonyl)-3-phenylpiperazine-1-carboxylate